BrC1=C(C=C(C=C1)C(C)=O)F 1-(4-bromo-3-fluorophenyl)ethanone